potassium glutamate, hydrate O.N[C@@H](CCC(=O)[O-])C(=O)[O-].[K+].[K+]